NC=1C(=NC=C(C1)Cl)N1C(CN(CC1)C(CN1CCNCC1)=O)C1=CC=C(C=C1)Cl 1-(4-(3-amino-5-chloropyridin-2-yl)-3-(4-chlorophenyl)piperazin-1-yl)-2-(piperazin-1-yl)ethanone